2-Amino-7-fluoro-4-(5-fluoro-3-(3-hydroxy-4-(isopropylamino)-3-methylpyrrolidin-1-yl)-7,9-dihydrofuro[3,4-f]quinazolin-6-yl)thieno[3,2-c]pyridine-3-carbonitrile NC1=C(C=2C(=NC=C(C2S1)F)C=1C2=C(C=3C=NC(=NC3C1F)N1CC(C(C1)NC(C)C)(C)O)COC2)C#N